4-epoxycyclohexylethyl acrylate C(C=C)(=O)OCCC1CC2C(CC1)O2